C(C1=CC=CC=C1)OC1=CC(=NC=2C=CN=C(C12)O)C=1C(=NC(=C(C1)C)C(F)(F)F)N1CCC(CCC1)(F)F 4-benzyloxy-2-[2-(4,4-difluoroazepan-1-yl)-5-methyl-6-(trifluoromethyl)-3-pyridinyl]-1,6-naphthyridin-5-ol